(2R)-2-amino-1-[2-(1,3-benzothiazole-6-sulfonyl)-2H,4H,5H,6H-pyrrolo[3,4-c]pyrazol-5-yl]-2-phenylethan-1-one N[C@@H](C(=O)N1CC2=NN(C=C2C1)S(=O)(=O)C1=CC2=C(N=CS2)C=C1)C1=CC=CC=C1